N-(5-(((1s,5's)-5'-methyl-3H-spiro[furo[3,4-c]pyridin-1,3'-pyrrolidin]-1'-yl)methyl)thiazol-2-yl)acetamide C[C@H]1C[C@]2(CN1CC1=CN=C(S1)NC(C)=O)OCC=1C=NC=CC12